4-(tert-butyl)-N-(3-fluoro-4-(6-methylpyrid-3-yl)-5-(2H-tetrazol-5-yl)phenyl)piperidine-1-carboxamide C(C)(C)(C)C1CCN(CC1)C(=O)NC1=CC(=C(C(=C1)C=1N=NNN1)C=1C=NC(=CC1)C)F